BrC1=C(C=C(C(=N1)NC(=O)C1N([C@@H]2C[C@@]2(C1)C)C(=O)OC(C)(C)C)CSC)F tert-Butyl (1R,5R)-3-((6-bromo-5-fluoro-3-((methylthio)methyl)pyridin-2-yl)carbamoyl)-5-methyl-2-azabicyclo[3.1.0]hexane-2-carboxylate